C(C)(C)(C)OC([C@H](CC=1SC=C(N1)C1=CC=CC(=N1)C(=O)OCC)NC(=O)OC(C)(C)C)=O ethyl (S)-6-(2-(3-(tert-butoxy)-2-((tert-butoxycarbonyl)amino)-3-oxopropyl)thiazol-4-yl)picolinate